[(3S)-5-oxo-1-(trideuteriomethyl)pyrrolidin-3-yl]4-[3-[2-(cyclopropoxy)-5-fluoro-3-pyridyl]-6-fluoro-pyrazolo[1,5-a]pyrimidin-5-yl]piperazine-1-carboxylate O=C1C[C@@H](CN1C([2H])([2H])[2H])OC(=O)N1CCN(CC1)C1=NC=2N(C=C1F)N=CC2C=2C(=NC=C(C2)F)OC2CC2